CN1C=NC=C1C(=O)NC(CCCCCC(=O)O)=O 7-(1-methyl-1H-imidazole-5-carboxamido)-7-oxo-heptanoic acid